2-FLUORO-4-(PIPERIDIN-4-YL)BENZALDEHYDE HYDROCHLORIDE Cl.FC1=C(C=O)C=CC(=C1)C1CCNCC1